N=1N(N=C2C1C=CC=C2)C=2C=C(C=CC2O)CCC(=O)N([C@@H](CCCCN)C(=O)OC)C(C(=C)C)=O methyl N-(3-(3-(2H-benzo[d][1,2,3]triazol-2-yl)-4-hydroxyphenyl)propanoyl)-N2-methacryloyl-L-lysinate